C1(CC1)C=1OC=C(N1)C=1C=C(C=CC1)N(C(=O)[C@@H]1CC[C@H](CC1)CC(=O)O)C[C@@H]1CC[C@H](CC1)C1=NC(=C(C=C1)OC)C 2-(trans-4-((3-(2-Cyclopropyloxazol-4-yl)phenyl)((trans-4-(5-methoxy-6-methylpyridin-2-yl)cyclohexyl)methyl)carbamoyl)cyclohexyl)-acetic acid